N-[(1R,2R)-2-hydroxyindan-1-yl]-4-(2-imino-4,4-dimethyl-6-oxo-hexahydropyrimidin-1-yl)-3-methoxy-chromane-6-carboxamide O[C@H]1[C@@H](C2=CC=CC=C2C1)NC(=O)C=1C=C2C(C(COC2=CC1)OC)N1C(NC(CC1=O)(C)C)=N